C(C)(C)C1=C(NC2=CC=C(C=C12)OCC1CCNCC1)C=1C=C(C(N(C1)C)=O)C 5-(3-Isopropyl-5-(piperidin-4-ylmethoxy)-1H-indol-2-yl)-1,3-dimethylpyridin-2(1H)-on